5,6,7,8-Tetrahydro-1H-benzo[b]cyclopenta[d]thiophen C1C=CC2=C1C1=C(S2)CCCC1